NC=1C2=C(N=CN1)N(C(=C2C2=CC=C(C=C2)OC2CC2)C2=CCC1(CCN(CC1)C(C=C)=O)CC2)C (9-(4-amino-5-(4-cyclopropoxyphenyl)-7-methyl-7H-pyrrolo[2,3-d]pyrimidin-6-yl)-3-azaspiro[5.5]undec-8-en-3-yl)prop-2-en-1-one